tert-butyl (6-methylquinolin-2-yl) carbonate C(OC(C)(C)C)(OC1=NC2=CC=C(C=C2C=C1)C)=O